N-(3-chloro-2-methylphenyl)-2-[(3S)-3-hydroxypyrrolidin-1-yl]-6-({[2-(trifluoromethyl)phenyl]carbonyl}amino)-1H-benzoimidazole-4-carboxamide ClC=1C(=C(C=CC1)NC(=O)C1=CC(=CC=2NC(=NC21)N2C[C@H](CC2)O)NC(=O)C2=C(C=CC=C2)C(F)(F)F)C